CN1C(=NN=C1)[C@@]1(OC(C1)C)C1=CC(=CC=C1)Br |r| 4-methyl-3-[rac-(2S)-2-(3-bromophenyl)-4-methyl-oxetan-2-yl]-1,2,4-triazole